C(C1=CC=CC=C1)OC(C[C@H](NC(=O)OC(C)(C)C)C(=O)O)=O N-(tert-butoxycarbonyl)aspartic acid 4-benzyl ester